Iso-Tridecanol C(CCCCCCCCCC(C)C)O